C(C)C(C(C1=CC=C(C=C1)O)C1=CC=C(C=C1)O)CCCC 4-[2-ethyl-1-(4-hydroxyphenyl)hexyl]phenol